C1(CCC1)NC(C1=C(C(=CC=C1)C1=NOC(=C1C1=NC=NC=C1)C=1C=NN(C1C(F)(F)F)C[C@@H](C)O)OC)=O N-cyclobutyl-3-(5-{1-[(2R)-2-hydroxypropyl]-5-(trifluoromethyl)-1H-pyrazol-4-yl}-4-(pyrimidin-4-yl)-1,2-oxazol-3-yl)-2-methoxybenzamide